COC(=O)C1=CC(=C2C(=N1)SC(=N2)NC(=O)OC(C)(C)C)C 2-((tert-Butoxycarbonyl)amino)-7-methylthiazolo[5,4-b]pyridine-5-carboxylic acid methyl ester